N1=C(C=CC=C1)CCNC(=O)C1CC(CCC1C(C)C)C N-(2-(pyridin-2-yl)ethyl)-3-p-menthylcarboxamide